C(C)(C)(C)N=[Nb](N(CC)CC)(N(CC)CC)N(CC)CC tert-butyliminotri(diethylamino)niobium